cyclopropyl-(piperazin-1-yl)methanone HCl Cl.C1(CC1)C(=O)N1CCNCC1